ClC1=NC(=NC(=N1)C1=CC=CC=2OC3=C(C21)C=CC=C3)C3=CC=2C1=CC=CC=C1C1=CC=CC=C1C2C=C3 2-chloro-4-dibenzofuran-1-yl-6-triphenylen-2-yl-1,3,5-triazine